5-Amino-8-(2-furyl)-3-[2-[4-[4-(1-hydroxy-1-methyl-ethyl)phenyl]piperazin-1-yl]ethyl]-1-methyl-[1,2,4]triazolo[5,1-f]purin-2-one NN1C=NC(=C2N3C(N=C12)N(C(N3C)=O)CCN3CCN(CC3)C3=CC=C(C=C3)C(C)(C)O)C=3OC=CC3